ClC1=CC(=C(C=N1)N)NCCOC 6-chloro-N4-(2-methoxyethyl)pyridine-3,4-diamine